FC=1C=C(C=CC1OC=1C2=C(N=CN1)C=C(C(=N2)OC)OCCOC)NC(=O)C=2C(N(C(=CC2)C)C2=CC=C(C=C2)F)=O N-[3-fluoro-4-[6-methoxy-7-(2-methoxyethoxy)pyrido[3,2-d]Pyrimidin-4-yl]Oxy-phenyl]-1-(4-fluorophenyl)-6-methyl-2-oxopyridine-3-carboxamide